C1=CC=C(C=2SC3=C(C21)C=CC=C3)C=3C=C(C=CC3)C=3C2=C(N=CN3)C3=C(O2)C=CC=C3 4-[3-(dibenzothiophen-4-yl)phenyl]-[1]benzofurano[3,2-d]pyrimidine